BrC1=NC(=C(C2=CC=CC=C12)O)C bromo-3-methylisoquinolin-4-ol